FC=1C=C(C(=O)NC=2SC(=CN2)C2=CC(=CC=C2)N2CCCC2)C=C(C1O)/C=N/N1CCNCC1 (E)-3-fluoro-4-hydroxy-5-((piperazin-1-ylimino)methyl)-N-(5-(3-(pyrrolidin-1-yl)phenyl)thiazol-2-yl)benzamide